N-((2R,3R,4R,5R,6R)-2-(5-(8-(1,3-dioxoisoindolin-2-yl)octyl)pyridazin-4-yl)-4,5-dihydroxy-6-(hydroxymethyl)tetrahydro-2H-pyran-3-yl)acetamide O=C1N(C(C2=CC=CC=C12)=O)CCCCCCCCC=1C(=CN=NC1)[C@H]1O[C@@H]([C@@H]([C@@H]([C@H]1NC(C)=O)O)O)CO